Tert-butyl (1R,3r,5S)-3-((methylsulfonyl)oxy)-8-azabicyclo[3.2.1]octane-8-carboxylate CS(=O)(=O)OC1C[C@H]2CC[C@@H](C1)N2C(=O)OC(C)(C)C